C(C1=CC=CC=C1)SC=1C=C2C(=NC1)OCCO2 7-(benzylthio)-2,3-dihydro-[1,4]dioxino[2,3-b]pyridine